2-[1-(2-oxo-1H-benzo[cd]indol-5-yl)-4-piperidyl]acetic acid O=C1NC2=CC=CC=3C2=C1C=CC3N3CCC(CC3)CC(=O)O